N1=CC=C(C=C1)C=1N=C(C2=C(N1)C=NC=C2)N2CCC1(CC(N(C1)C(=O)OC(C)(C)C)C(=O)OC)CC2 2-(tert-butyl) 3-methyl 8-(2-(pyridin-4-yl) pyrido[3,4-d]pyrimidin-4-yl)-2,8-diazaspiro[4.5]decane-2,3-dicarboxylate